COC=1C=C(C(C=O)=CC1)O 4-Methoxysalicylaldehyde